FC1=CC=C(C=C1)N1CC2(CCN(C2)C2=C(C(N(C3=CC=CC=C23)C)=O)C#N)CC1 4-[7-(4-fluorophenyl)-2,7-diazaspiro[4.4]nonan-2-yl]-1-methyl-2-oxo-1,2-dihydro-quinoline-3-carbonitrile